4,6-difluoro-1H-pyrrolo[2,3-b]pyridine Ethyl-4,6-difluoro-5-trimethylsilyl-pyrrolo[2,3-b]pyridine-1-carboxylate C(C)OC(=O)N1C=CC=2C1=NC(=C(C2F)[Si](C)(C)C)F.FC2=C1C(=NC(=C2)F)NC=C1